C(C)(SC1CC(CC1)NC([C@H](CCSC)NC(=O)OCC1=CC=CC=C1)=O)=O S-(3-((S)-2-(((benzyloxy)carbonyl)amino)-4-(methylthio)butanamido)cyclopentyl) ethanethioate